(E)-1-(4-bromophenyl)-3-(dimethylamino)-2-propene-1-one BrC1=CC=C(C=C1)C(\C=C\N(C)C)=O